CC1(C(C(=C[C@]2(CCN(C2)C(=O)C=2C(=NOC2C(C)C)C)C1)C#N)=O)C (5R)-9,9-dimethyl-2-[3-methyl-5-(propan-2-yl)-1,2-oxazole-4-carbonyl]-8-oxo-2-azaspiro[4.5]dec-6-ene-7-carbonitrile